N1N=CC(=C1)C1=NOC(=C1)CC=1OC(=CN1)C(=O)O 2-((3-(1H-pyrazol-4-yl)isoxazol-5-yl)methyl)oxazole-5-carboxylic acid